tert-butyl 2-(prop-1-en-2-yl)-4-((1-(3,4,5-trimethoxyphenyl)-1H-imidazol-4-yl)amino)-5,6-dihydropyrido[3,4-d]pyrimidine-7(8H)-carboxylate C=C(C)C=1N=C(C2=C(N1)CN(CC2)C(=O)OC(C)(C)C)NC=2N=CN(C2)C2=CC(=C(C(=C2)OC)OC)OC